CN1[C@@H](C[C@H](C1)CCC)C(=O)O (2s,4r)-1-methyl-4-propylpyrrolidine-2-carboxylic acid